C(C(C)C)[C@@H]1C(N2[C@@H](N(O1)C(\C=C\C1=CC3=CC=CC=C3C=C1)=O)CN(C([C@@H]2CC(C)C)=O)CCC(=O)N)=O 3-((3R,6S,9aS)-3,6-diisobutyl-1-((E)-3-(naphthalen-2-yl)acryloyl)-4,7-dioxohexahydropyrazino[2,1-c][1,2,4]oxadiazin-8(1H)-yl)propanamide